COC(C)C=1C=NC=2N(C1)N=C(C2)C(=O)O 6-(1-methoxyethyl)pyrazolo[1,5-a]pyrimidine-2-carboxylic acid